4'-isobutylacetophenone C(C(C)C)C1=CC=C(C=C1)C(C)=O